(5'S,7a'R)-1-[3-(difluoromethyl)pyridin-2-yl]-5'-phenyltetrahydro-3'H-spiro[piperidine-4,2'-pyrrolo[2,1-b][1,3]oxazol]-3'-one FC(C=1C(=NC=CC1)N1CCC2(C(N3[C@H](O2)CC[C@H]3C3=CC=CC=C3)=O)CC1)F